3-(9-((4-(aminomethyl)phenyl)carbamoyl)-4,5-dihydrobenzo[b]thieno[2,3-d]oxepin-8-yl)-6-(cyclohexylcarbamoyl)picolinic acid NCC1=CC=C(C=C1)NC(=O)C1=CC2=C(OCCC3=C2SC=C3)C=C1C=1C(=NC(=CC1)C(NC1CCCCC1)=O)C(=O)O